F[C@@H]1C[C@@]2([C@H](N(C1=O)C)CCC2)C(=O)OCC ethyl (3R,4aS,7aR)-3-fluoro-1-methyl-2-oxooctahydro-4aH-cyclopenta[b]pyridine-4a-carboxylate